(3aR,5R,6aS)-5-(2,4-difluorophenoxy)-2-((R)-2-hydroxy-2-(4-hydroxyphenyl)ethyl)hexahydrocyclopenta[c]pyrrol-3a(1H)-ol FC1=C(O[C@H]2C[C@]3([C@H](CN(C3)C[C@@H](C3=CC=C(C=C3)O)O)C2)O)C=CC(=C1)F